2-hydroxy-5-pentyl-1,4-naphthoquinone OC=1C(C2=CC=CC(=C2C(C1)=O)CCCCC)=O